C(#N)C1=CC=2N(N=C1)C(=CC2)C2=CC(=C(C=N2)C2=NN=C(S2)N2C[C@H]1CC[C@@H](C2)C1NC(=O)C1CN(C1)C)NC(C)C N-((1R,5S,8s)-3-(5-(6-(3-cyanopyrrolo[1,2-b]pyridazin-7-yl)-4-(isopropylamino)pyridin-3-yl)-1,3,4-thiadiazol-2-yl)-3-azabicyclo[3.2.1]oct-8-yl)-1-methylazetidine-3-carboxamide